1-(4-acryloyl-3-(cyanomethyl)piperazin-1-yl)-6-(8-chloronaphthalen-1-yl)-3-(((S)-1-methylpyrrolidin-2-yl)methoxy)-5,6,7,8-tetrahydro-2,6-naphthyridine-4-carbonitrile C(C=C)(=O)N1C(CN(CC1)C1=NC(=C(C=2CN(CCC12)C1=CC=CC2=CC=CC(=C12)Cl)C#N)OC[C@H]1N(CCC1)C)CC#N